[Fe+2].[F-].[Fe+2].[F-].[F-].[F-] ferrous fluoride iron